methyl 2,6,8-trimethyl-4,7-dioxo-4,6,7,8-tetrahydro-3H-pyrrolo[2,3-g]quinazoline-8-carboxylate CC1=NC2=CC3=C(C=C2C(N1)=O)N(C(C3(C(=O)OC)C)=O)C